ClC=1C=C2C=CN(C2=C(C1)C1=C2C(=NC=C1)C=C(S2)CN2C(N(C(=CC2=O)C(F)(F)F)C([2H])([2H])[2H])=O)CC2(CCNCC2)C#N 4-((5-Chloro-7-(2-((3-(methyl-d3)-2,6-dioxo-4-(trifluoromethyl)-3,6-dihydroPyrimidine-1(2H)-yl)methyl)thieno[3,2-b]pyridin-7-yl)-1H-indol-1-yl)methyl)piperidine-4-carbonitrile